C(C)(C)(C)OC(=O)NC(CC(=O)OC)C=1C=NC=C(C1)N1[C@H](CCCC1)C methyl 3-(tert-butoxycarbonylamino)-3-(5-((S)-2-methylpiperidin-1-yl)pyridin-3-yl)propanoate